FC1=C(C(=C(C(=C1[B-](C1=C(C(=C(C(=C1F)F)F)F)F)(C1=C(C(=C(C(=C1F)F)F)F)F)C1=C(C(=C(C(=C1F)F)F)F)F)F)F)F)F.C(C)(C)[NH2+]C(C)C di(isopropyl)ammonium tetrakis(pentafluorophenyl)borate